CN1C(=NN=C1)CC1(COC1)C=1C=C(C=CC1)N1CC2=C(C=C(C=C2C1=O)CN1CC2N(CC1)C(CC2)=O)C(F)(F)F 2-((2-(3-(3-((4-methyl-4H-1,2,4-triazol-3-yl)methyl)oxetan-3-yl)phenyl)-3-oxo-7-(trifluoromethyl)isoindolin-5-yl)methyl)hexahydropyrrolo[1,2-a]pyrazin-6(2H)-one